(2-(aminomethyl)-3-fluoroallyloxy)-2-cyclopropyl-3,4-dihydroisoquinolin-1(2H)-one NCC(COC1N(C(C2=CC=CC=C2C1)=O)C1CC1)=CF